BrC1=CC(=C(C=C1C)C1(OCC1)C(F)(F)F)Cl 2-(4-bromo-2-chloro-5-methyl-phenyl)-2-(trifluoromethyl)oxetane